5-fluoro-N3-methyl-pyridine-2,3-diamine FC=1C=C(C(=NC1)N)NC